5-((4-(azetidin-1-yl)-3-((methylsulfonyl)methyl)phenyl)amino)-7-(cyclopropylamino)pyrazolo[1,5-a]pyrimidine-3-carbonitrile N1(CCC1)C1=C(C=C(C=C1)NC1=NC=2N(C(=C1)NC1CC1)N=CC2C#N)CS(=O)(=O)C